[Hg](C#N)C#N mercury(II) cyanide